N,N-Bis(4-biphenylyl)aniline C1(=CC=C(C=C1)N(C1=CC=CC=C1)C1=CC=C(C=C1)C1=CC=CC=C1)C1=CC=CC=C1